6-(1,3-benzoxazol-2-yl)-2-{[(2-chlorophenyl)(phenyl)methyl](methyl)amino}-5-hydroxy-3-methyl-3,4-dihydropyrimidin-4-one O1C(=NC2=C1C=CC=C2)C2=C(C(N(C(=N2)N(C)C(C2=CC=CC=C2)C2=C(C=CC=C2)Cl)C)=O)O